Cl.FC(C(CN1CCNCC1)(C)C)(F)F 1-(3,3,3-trifluoro-2,2-dimethylpropyl)piperazine hydrochloride